FC1(CCN(CC1)C1=NC2=CC(=C(C=C2C(=N1)NCCOC)OC)C#CCN1CCCC1)F 2-(4,4-difluoropiperidin-1-yl)-6-methoxy-N-(2-methoxyethyl)-7-(3-(pyrrolidin-1-yl)prop-1-yn-1-yl)quinazolin-4-amine